C(C1=CC=CC=C1)OC1=C2C(=CNC2=C(C=C1)CCF)CCN(C)C [2-[4-(benzyloxy)-7-(2-fluoroethyl)indol-3-yl]ethyl]dimethylamine